diphenyl(vinyl)sulfonium trifluoromethanesulfonic acid Salt FC(S(=O)(=O)[O-])(F)F.C1(=CC=CC=C1)[S+](C=C)C1=CC=CC=C1